(2S,4R)-1-(9H-fluoren-9-ylmethoxycarbonyl)-4-fluoro-pyrrolidine-2-carboxylic acid C1=CC=CC=2C3=CC=CC=C3C(C12)COC(=O)N1[C@@H](C[C@H](C1)F)C(=O)O